3,5-dimethylimidazole-4-carboxylic acid sodium salt [Na+].CN1C=NC(=C1C(=O)[O-])C